5-(4-((6-(4-(5-amino-1H-indazol-3-yl)pyridin-2-yl)-2,6-diazaspiro[3.3]heptan-2-yl)methyl)piperidin-1-yl)-2-(2,6-dioxopiperidin-3-yl)isoindoline-1,3-dione NC=1C=C2C(=NNC2=CC1)C1=CC(=NC=C1)N1CC2(CN(C2)CC2CCN(CC2)C=2C=C3C(N(C(C3=CC2)=O)C2C(NC(CC2)=O)=O)=O)C1